1,3-dioctadecyl-imidazolium formate C(=O)[O-].C(CCCCCCCCCCCCCCCCC)N1C=[N+](C=C1)CCCCCCCCCCCCCCCCCC